N-[5-[2-(4-cyclopropylpiperazin-1-yl)pyrimidin-5-yl]-4-fluoro-2-[(3R)-3,4-dimethylpiperazin-1-yl]phenyl]-1-methyl-6-oxo-4-(trifluoromethyl)pyridine-3-carboxamide C1(CC1)N1CCN(CC1)C1=NC=C(C=N1)C=1C(=CC(=C(C1)NC(=O)C1=CN(C(C=C1C(F)(F)F)=O)C)N1C[C@H](N(CC1)C)C)F